N1=C(C=CC=C1)[C@@H](CC)N |r| rac-1-(pyridin-2-yl)propane-1-amine